ClC=1C=C(C=C(C1OC=1C=C2CCN(C(C2=CC1)=O)CC1CCOCC1)Cl)N1N=C(C(NC1=O)=O)C#N 2-(3,5-Dichloro-4-((1-oxo-2-((tetrahydro-2H-pyran-4-yl)methyl)-1,2,3,4-Tetrahydroisoquinolin-6-yl)oxy)phenyl)-3,5-Dioxo-2,3,4,5-tetrahydro-1,2,4-triazine-6-carbonitrile